ClC=1C(=C(C(=O)NC2=CC(=NC=C2)C(=O)N)C(=CC1)NC1=C(C=C(C=C1)F)C)F 4-(3-chloro-2-fluoro-6-((4-fluoro-2-methylphenyl)-amino)benzamido)-picolinamide